BrC=1C(=CC(=NC1)C(F)(F)F)CO [5-Bromo-2-(trifluoromethyl)pyridine-4-yl]methanol